(R)-3-[1-(6-amino-5-nitropyridin-2-yl)pyrrolidin-2-yl]-5-fluoropyridin-2-ol NC1=C(C=CC(=N1)N1[C@H](CCC1)C=1C(=NC=C(C1)F)O)[N+](=O)[O-]